BrC=1C=C(C(=NC1)C)C(=O)O 5-bromo-2-methyl-pyridine-3-carboxylic acid